BrC1=C(C=CC=C1)NC(CO)C=C 2-[(2-bromophenyl)amino]but-3-en-1-ol